O=C1NC(CCC1N1C(C2=CC=C(C=C2C1=O)OCCCCN(C(OC(C)(C)C)=O)C)=O)=O tert-butyl (4-((2-(2,6-dioxopiperidin-3-yl)-1,3-dioxoisoindolin-5-yl) oxy)butyl)(methyl)carbamate